diazirinone N1=NC1=O